n-methyl-6-(6-methyl-5-{[(1s,3r)-3-phenylcyclopentyl]carbamoyl}pyridin-3-yl)-1H-indazole-3-carboxamide CNC(=O)C1=NNC2=CC(=CC=C12)C=1C=NC(=C(C1)C(N[C@@H]1C[C@@H](CC1)C1=CC=CC=C1)=O)C